2-(5-chloropyridin-2-yl)-2-(1-(4-(trifluoromethyl)piperidine-1-carbonyl)piperidin-4-ylidene)acetonitrile ClC=1C=CC(=NC1)C(C#N)=C1CCN(CC1)C(=O)N1CCC(CC1)C(F)(F)F